(2R)-tert-butyl 3-(benzyloxy)-2-(4-(1-(2,6-dioxopiperidin-3-yl)-3-ethyl-2-oxo-2,3-dihydro-1H-benzo[d]imidazol-5-yl)piperidin-1-yl)propanoate C(C1=CC=CC=C1)OC[C@H](C(=O)OC(C)(C)C)N1CCC(CC1)C1=CC2=C(N(C(N2CC)=O)C2C(NC(CC2)=O)=O)C=C1